(2-fluorophenyl)pyrazolo[1,5-a]pyridine FC1=C(C=CC=C1)C1=NN2C(C=CC=C2)=C1